2-(2,3-dimethylbutan-2-yl)-5H-spiro[benzo[d]thiazol-6,4'-piperidin]-4(7H)-one CC(C)(C(C)C)C=1SC2=C(N1)C(CC1(CCNCC1)C2)=O